1-(4-((5,5-dimethyl-2,4-dioxo-3-(4-((trifluoromethyl)thio)phenyl)imidazolidin-1-yl)methyl)pyridin-2-yl)-3-(1-methylpiperidin-4-yl)urea CC1(C(N(C(N1CC1=CC(=NC=C1)NC(=O)NC1CCN(CC1)C)=O)C1=CC=C(C=C1)SC(F)(F)F)=O)C